(3-(4-(4-(4,6-diphenyl-1,3,5-triazin-2-yl)phenyl)naphthalen-1-yl)phenyl)dimethylphosphine oxide C1(=CC=CC=C1)C1=NC(=NC(=N1)C1=CC=CC=C1)C1=CC=C(C=C1)C1=CC=C(C2=CC=CC=C12)C=1C=C(C=CC1)P(C)(C)=O